C(C)(=O)C=1C(=NC(=CC1)N1C=NC2=C1C=CC(=C2)NC=2N=NC(=CC2)OCCOC)N2N=C(C=C2C)C#N 1-[3-acetyl-6-[5-[[6-(2-methoxyethoxy)pyridazin-3-yl]amino]benzimidazol-1-yl]-2-pyridyl]-5-methyl-pyrazole-3-carbonitrile